FC1=C(C=CC(=C1)F)NC(OCC(COC=1C=2N(N=C(C1)C=1C(NC(NC1)=O)=O)C=CN2)(F)F)=O 3-((6-(2,4-dioxo-1,2,3,4-tetrahydropyrimidin-5-yl)imidazo[1,2-b]pyridazin-8-yl)oxy)-2,2-difluoropropyl (2,4-difluorophenyl)carbamate